CC1(CCC=2C(=NNC2C1)C=1NC2=CC(=CC=C2C1)C(=O)N1CCC(CC1)CC1CCN(CC1)C1=CC=C(C=N1)C1C(NC(CC1)=O)=O)C 3-(6-(4-((1-(2-(6,6-dimethyl-4,5,6,7-tetrahydro-1H-indazol-3-yl)-1H-indole-6-carbonyl)piperidin-4-yl)methyl)piperidin-1-yl)pyridin-3-yl)piperidine-2,6-dione